[Na+].[Na+].O=C1CNC2=CC=C(C=C12)S(=O)(=O)[O-].O=C1CNC2=CC=C(C=C12)S(=O)(=O)[O-] 2,3-dihydro-3-oxo-1H-indole-5-sulfonic acid disodium salt